C(C)(C)(C)N1N=C(C(=C1NC1=NC=C(N=C1)C(F)(F)F)C(=O)N)C1=CC(=C(C=C1)NS(=O)(=O)CC(F)(F)F)OCC1=CC=C(C=C1)F 1-tert-butyl-3-{3-[(4-fluorophenyl)methoxy]-4-(2,2,2-trifluoroethanesulfonamido)phenyl}-5-{[5-(trifluoromethyl)pyrazin-2-yl]amino}-1H-pyrazole-4-carboxamide